N-(5-(6-((5-((6-bromopyridin-2-yl)oxy)pentyl)oxy)-[1,2,4]triazolo[1,5-a]pyridin-2-yl)-8-(methylamino)-2,7-naphthyridin-3-yl)cyclopropanecarboxamide BrC1=CC=CC(=N1)OCCCCCOC=1C=CC=2N(C1)N=C(N2)C2=C1C=C(N=CC1=C(N=C2)NC)NC(=O)C2CC2